methyl 4-((4-methoxybenzyl)amino)tetrazolo[1,5-a]quinoxaline-8-carboxylate COC1=CC=C(CNC=2C=3N(C4=CC(=CC=C4N2)C(=O)OC)N=NN3)C=C1